C(C)C1CC=2C(C3=CC=CC=C3C(C2CC1)=O)=O 2-ethyl-Tetrahydroanthraquinone